ribose selenolinebutyrate [Se]1C(=CCC1)CCCC(=O)O.O=C[C@H](O)[C@H](O)[C@H](O)CO